C1(=CC=CC2=CC=CC=C12)CNC(=O)C=1C(=NC(N([C@H]2C[C@H](O)[C@@H](CO)O2)C1)=O)N 5-(1-Naphthylmethyl)aminocarbonyl-2'-deoxycytidine